8-iodo-[1,2,4]triazolo[1,5-a]pyridin-7-amine IC=1C=2N(C=CC1N)N=CN2